N1=C(C=CC=C1)C=CC1=NC=CC=C1 1,2-di-(2-pyridyl)ethylene